O=C1NC=CCN1 2-oxo-3,4-dihydropyrimidin